NC1=C(C=C(N=N1)C1=C(C=CC=C1)O)N1CC2CCC(C1)N2C2=CC(=NC=C2)C#CCN2[C@@H]1CC[C@H](C2)C1 2-[6-amino-5-[8-[2-[3-[(1R,4S)-2-azabicyclo[2.2.1]heptan-2-yl]prop-1-ynyl]-4-pyridyl]-3,8-diazabicyclo[3.2.1]octan-3-yl]pyridazin-3-yl]phenol